C(C)C1=C(C(=NN1C)[C@@H](C)NC)C=1C=CC=C2C(=C(NC12)C(=O)OCC)CCCOC1=CC=CC2=CC=CC=C12 |r| (rac)-ethyl 7-(5-ethyl-1-methyl-3-(1-(methylamino)ethyl)-1H-pyrazol-4-yl)-3-(3-(naphthalen-1-yloxy)propyl)-1H-indole-2-carboxylate